C(C)S(=O)(=O)C=1C=C(C(=O)OC2CN(C2)C=2N=C(C3=C(N2)CC[S+]3[O-])N(C3CCOCC3)C)C=CC1 [1-[4-[methyl(tetra-hydropyran-4-yl)amino]-5-oxido-6,7-dihydro-thieno[3,2-d]pyrimidin-5-ium-2-yl]azetidin-3-yl] 3-ethylsulfonyl-benzoate